(R)-4-((1-(5-bromothiophen-2-yl)ethyl)amino)-7-methoxy-2-methyl-quinazolin-6-ol tert-butyl-4-((4-fluorophenyl)(4-(vinyloxy)phenyl)amino)piperidine-1-carboxylate C(C)(C)(C)C1N(CCC(C1)N(C1=CC=C(C=C1)OC=C)C1=CC=C(C=C1)F)C(=O)OC=1C=C2C(=NC(=NC2=CC1OC)C)N[C@H](C)C=1SC(=CC1)Br